methyl-((1-(4-(trifluoromethoxy)phenyl)-1H-indazol-3-yl)methyl)carbamic acid tert-butyl ester C(C)(C)(C)OC(N(CC1=NN(C2=CC=CC=C12)C1=CC=C(C=C1)OC(F)(F)F)C)=O